N1N=CC2=C1CCCN2 PYRAZOLO-PIPERIDIN